CNC(C(CC[C@@H](C(=O)NC=1C(N(C=CC1)CC(N[C@H]1[C@@H]([C@@H]2C([C@H](C1)C2)(C)C)C)=O)=O)NC(=O)C=2OC1=C(C2C)C=CC=C1)=O)=O (S)-N1-methyl-5-(3-methylbenzofuran-2-carboxamido)-2-oxo-N6-(2-oxo-1-(2-oxo-2-((1R,2R,3R,5S)-2,6,6-trimethylbicyclo[3.1.1]heptan-3-ylamino)ethyl)-1,2-dihydropyridin-3-yl)hexanediamide